2-[3,4,8,9-tetrakis(mercaptomethylthio)-11-mercapto-2,5,7,10-tetrathiaundecylthio]mercaptomercaptomethylthiomethyl-1,3-dithietane SCSC(SCSSSCSCC1SCS1)C(SCSC(C(SCS)SCS)SCS)SCS